trans-7-amino-3-(2-fluoro-6-methyl-phenyl)-1-[4-(methylamino)cyclohexyl]-4H-pyrimido[4,5-d]pyrimidin-2-one NC1=NC=C2C(=N1)N(C(N(C2)C2=C(C=CC=C2C)F)=O)[C@@H]2CC[C@H](CC2)NC